methyl 2-diazo-2-(2-methoxy-5-methylphenyl)acetate [N+](=[N-])=C(C(=O)OC)C1=C(C=CC(=C1)C)OC